N1CCNCCCNCCC1 1,4,8-triazacycloundecane